1-[trans-4-cyanotetrahydro-2H-pyran-3-yl]-3-[(1-hydroxy-3,4-dihydro-2,1-benzoxaborinin-7-yl)amino]pyrazole-4-carboxamide C(#N)[C@H]1[C@@H](COCC1)N1N=C(C(=C1)C(=O)N)NC1=CC2=C(CCOB2O)C=C1